Methyl 2-(2-((7-(5-methyl-1,2,4-oxadiazol-3-yl)isoquinolin-1-yl)amino)ethyl)-1,2,3,4-tetrahydroisoquinoline-7-carboxylate CC1=NC(=NO1)C1=CC=C2C=CN=C(C2=C1)NCCN1CC2=CC(=CC=C2CC1)C(=O)OC